[Hf].C(CCOC1=C(C=C(C=C1C)C#N)C=1C(=C(C=C(C1)C(C)(CC(C)(C)C)C)N1C2=CC=C(C=C2C=2C=C(C=CC12)C(C)(C)C)C(C)(C)C)O)OC1(C(=CC(=CC1N1C2=CC=C(C=C2C=2C=C(C=CC12)C(C)(C)C)C(C)(C)C)C(C)(CC(C)(C)C)C)C1=CC(=CC(=C1)C#N)C)O 2',2''-(propane-1,3-diylbis(oxy))bis(5'-cyano-3-(3,6-di-tert-butyl-9H-carbazol-9-yl)-3'-methyl-5-(2,4,4-trimethylpentan-2-yl)biphenyl-2-ol) hafnium